((1-oxo-6-(phenylsulfonyl)phthalazin-2(1H)-yl)methyl)thiophene-2-carboxamide O=C1N(N=CC2=CC(=CC=C12)S(=O)(=O)C1=CC=CC=C1)CC1=C(SC=C1)C(=O)N